(5H)-furan O1CC=CC1